OC1=CC(N(C(=C1)C)CC1=CC(=NC=C1)C(F)(F)F)=O 4-hydroxy-6-methyl-1-((2-(trifluoromethyl)pyridin-4-yl)methyl)pyridin-2(1H)-one